C(C1=CC=CC=C1)O[C@@H](C(=O)N1CCN(CC1)C)[C@H]([C@@H]([C@@](CO)(O)COCC1=CC=CC=C1)OCC1=CC=CC=C1)OCC1=CC=CC=C1 (2R,3S,4S,5S)-2,3,4-Tribenzyloxy-5-(benzyloxymethyl)-5,6-dihydroxy-1-(4-methylpiperazin-1-yl)hexan-1-one